[2-[(dithiocarboxyl)amino]ethyl]thiocarbamic acid C(=S)(S)NCCNC(O)=S